1-((3s,4r)-4-((5-(1-(2,2-difluoroethyl)-4-fluoro-2-methyl-1H-benzo[d]imidazol-6-yl)-4-methoxypyrrolo[2,1-f][1,2,4]triazin-2-yl)amino)-3-fluoropiperidin-1-yl)ethan-1-one FC(CN1C(=NC2=C1C=C(C=C2F)C=2C=CN1N=C(N=C(C12)OC)N[C@H]1[C@H](CN(CC1)C(C)=O)F)C)F